8-((4-chloro-6-(decylthio)-1,3,5-triazin-2-yl)thio)octane-1-ol ClC1=NC(=NC(=N1)SCCCCCCCCCC)SCCCCCCCCO